C(CCCCCCC\C=C/CCCCCCCC)[NH-] Oleylamide